Propylene glycol mono-2-ethylhexyl ether C(C)C(COCC(C)O)CCCC